ClC1=CN2C=C(C=C2C=C1)C(=O)N(C)C(C)C1=CNC(C2=CC(=C(C=C12)F)F)=O 6-Chloro-N-(1-(6,7-difluoro-1-oxo-1,2-dihydroisoquinolin-4-yl)ethyl)-N-methylindolizine-2-carboxamide